N-({5-chloro-6-[(3-methyl-5-isoxazolyl)methoxy]-2-indolyl}methyl)-(R)-3-fluoro-1-pyrrolidinecarboxamide ClC=1C=C2C=C(NC2=CC1OCC1=CC(=NO1)C)CNC(=O)N1C[C@@H](CC1)F